CC1=NC(=NO1)C=1C=CC=2N(C1)C=C(N2)C(=O)N 6-(5-methyl-1,2,4-oxadiazol-3-yl)imidazo[1,2-a]pyridine-2-carboxamide